COC=1C=C(C=CC1)N1CCN(CC1)CC=1C=C2CN(C(C2=CC1)=O)C1C(NC(CC1)=O)=O 3-(5-((4-(3-methoxyphenyl)piperazin-1-yl)methyl)-1-oxoisoindolin-2-yl)piperidine-2,6-dione